N-(1H-indazol-6-yl)acetamide N1N=CC2=CC=C(C=C12)NC(C)=O